CN[C@H](C(=O)[O-])C (S)-alpha-N-methylaminopropionate